N-(3-chloro-4-fluorophenyl)-5-(2-chloro-5-(isobutyrylaminomethyl)benzoylamino)-1-propyl-1H-indole-2-carboxamide ClC=1C=C(C=CC1F)NC(=O)C=1N(C2=CC=C(C=C2C1)NC(C1=C(C=CC(=C1)CNC(C(C)C)=O)Cl)=O)CCC